ClC=1C=CC=C2C(=CN=CC12)N1C(N(C(CC1)=O)CC1=CC=C(C=C1)OC)=O 1-(8-chloroisoquinolin-4-yl)-3-[(4-methoxyphenyl)methyl]-1,3-diazinane-2,4-dione